C1(CCCC1)COC1=C(C=C(C=C1F)F)CN (2-(cyclopentylmethoxy)-3,5-difluorophenyl)methylamine